FC(C=1C=C(C=C(C1)C(F)(F)F)C#CCCC=O)(F)F 5-(3,5-bis(trifluoromethyl)phenyl)pent-4-ynal